N=1C=NN2C1C=C(C=C2)OC2=C(C(=C(C=C2)NC=2C1=C(N=CN2)C=CC(=N1)[C@@H]1CCN(C2(CC2)C1)C(C=C)=O)F)C |o1:27| rel-(R)-1-(7-(4-((4-([1,2,4]triazolo[1,5-a]pyridin-7-yloxy)-2-fluoro-3-methylphenyl)amino)pyrido[3,2-d]pyrimidin-6-yl)-4-azaspiro[2.5]octan-4-yl)prop-2-en-1-one